PC1=CC=CC=2OC3=CC=CC=C3NC12 phosphinophenoxazine